Sodium mercapto-propane-sulfonate SC(CC)S(=O)(=O)[O-].[Na+]